1-butene di(methyl benzoate) CC1=C(C(=O)O)C=CC=C1.CC1=C(C(=O)O)C=CC=C1.C=CCC